6-Methyl-N4-(4-chloro-3-methoxyphenyl)-N2-[4-(4-methylpiperazinyl)phenyl]pyrimidine-2,4-diamine CC1=CC(=NC(=N1)NC1=CC=C(C=C1)N1CCN(CC1)C)NC1=CC(=C(C=C1)Cl)OC